C1(CCCC1)OC1=CN=CC(=N1)C1=CC(=C(C(=C1)F)N1CCC(CC1)CC(=O)O)F 2-[1-[4-[6-(cyclopentyloxy)pyrazin-2-yl]-2,6-difluoro-phenyl]-4-piperidinyl]acetic acid